furo[2,3-b]pyrrolo[3,2-e]pyridine O1CC=C2C1=NC=1C(=C2)C=CN1